C[C@]12CC[C@@H]([C@@]([C@@H]1CC[C@@]3([C@@H]2CC=C4[C@]3(CC[C@@]5([C@H]4CC(CC5)(C)C)C(=O)[O-])C)C)(C)C(=O)[O-])O The molecule is a dicarboxylic acid dianion obtained by deprotonation of both carboxy groups of gypsogenic acid; major species at pH 7.3. It is a conjugate base of a gypsogenic acid.